2-[5-fluoro-2-(methoxymethoxy)phenyl]-2-[6-[4-(1-methyl-4-piperidinyl)-phenyl]-4-oxo-quinazolin-3-yl]acetic acid FC=1C=CC(=C(C1)C(C(=O)O)N1C=NC2=CC=C(C=C2C1=O)C1=CC=C(C=C1)C1CCN(CC1)C)OCOC